(2R)-1-(2-{cyclooctyl-[(3-methylisoxazole-4-carbonyl)amino]methyl}-4-fluoro-1H-benzoimidazol-5-yl)pyrrolidine-2-carboxylic acid methyl ester COC(=O)[C@@H]1N(CCC1)C1=C(C2=C(NC(=N2)C(NC(=O)C=2C(=NOC2)C)C2CCCCCCC2)C=C1)F